COC1=NC=CC(=C1)[C@H](C1CCN(CC1)C(=O)C=1C=CC2=C(NC(CO2)=O)C1)C1=CC=CC=C1 6-[4-[(R)-(2-methoxy-4-pyridyl)-phenyl-methyl]piperidine-1-carbonyl]-4H-1,4-benzoxazin-3-one